(N,N-dimethyl-3-aminopropyl)methyldimethoxysilane CN(CCC[Si](OC)(OC)C)C